COC(C1=CC(=C(C=C1)[N+](=O)[O-])OC[C@@H](C(=O)OC)C)=O (S)-3-(3-methoxy-2-methyl-3-oxopropoxy)-4-nitrobenzoic acid methyl ester